ClC1=CC=C(C=C1)C=1C=C(C(N(N1)C1=CC(=CC=C1)F)=O)C(=O)N[C@@H]1COC[C@@H]1O 6-(4-chlorophenyl)-2-(3-fluorophenyl)-N-[(3R,4R)-4-hydroxytetrahydrofuran-3-yl]-3-oxo-2,3-dihydropyridazine-4-carboxamide